3-(2-fluorobenzyl)-7-((6-fluoropyridin-2-yl)oxy)-5-methyl-3,5-dihydro-4H-pyridazino[4,5-b]indol-4-one FC1=C(CN2N=CC3=C(N(C=4C=C(C=CC34)OC3=NC(=CC=C3)F)C)C2=O)C=CC=C1